BrC1=CC2=C(N(C(=N2)C)C2CC(C2)(O)C)C(=C1)C(F)(F)F (cis)-3-(5-bromo-2-methyl-7-(trifluoromethyl)-1H-benzo[d]imidazole-1-yl)-1-methylcyclobutan-1-ol